(7R,14R)-1-(difluoromethoxy)-6-(2-hydroxy-2-methylpropyl)-11-[2-(2-hydroxypropan-2-yl)pyrimidin-5-yl]-6,7-dihydro-7,14-methanobenzimidazo[1,2-b][2,5]benzodiazocin FC(OC1=CC=CC2=CN([C@H]3C=4N(C(=C21)C3)C3=C(N4)C=CC(=C3)C=3C=NC(=NC3)C(C)(C)O)CC(C)(C)O)F